2-eicosenyl-sn-glycero-3-phosphorylcholine C(=CCCCCCCCCCCCCCCCCCC)O[C@H](CO)COP(=O)(O)OCC[N+](C)(C)C